2-Amino-6-(2-((4-hydroxypyrimidin-5-yl)oxy)ethyl)-7-oxo-6-phenyl-4,5,6,7-tetrahydrobenzo[b]thiophene-3-carboxylic acid NC1=C(C2=C(S1)C(C(CC2)(C2=CC=CC=C2)CCOC=2C(=NC=NC2)O)=O)C(=O)O